O=C1NC(CCC1N1C(N(C2=C1C=CC=C2OC2CCN(CC2)CC(=O)OC(C)(C)C)C)=O)=O tert-butyl 2-[4-[1-(2,6-dioxo-3-piperidyl)-3-methyl-2-oxo-benzimidazol-4-yl]oxy-1-piperidyl]acetate